O=S(N(S(=O)(=O)C(F)(F)F)C1=CC=CC=C1)(C(F)(F)F)=O N-[dioxo(trifluoromethyl)-λ6-sulfanyl]-1,1,1-trifluoro-N-phenylmethanesulfonamide